NC1=NC=NC=2C3=C(CC(C12)(C)C)C(=C(C=C3)O[C@@H]3CC[C@H](CC3)N)/C(=C/CO)/C (E)-3-[4-amino-8-(trans-4-aminocyclohexyloxy)-5,5-dimethyl-6H-benzo[H]quinazolin-7-yl]but-2-en-1-ol